6-fluoro-4-oxo-7-(3-oxoazetidin-1-yl)-1-(1,2,4-thiadiazol-5-yl)-1,4-dihydro-1,8-naphthyridine-3-carboxylic acid FC=1C=C2C(C(=CN(C2=NC1N1CC(C1)=O)C1=NC=NS1)C(=O)O)=O